9-(4'-(N-carbazolyl)phenyl)-10-(dimesitylboryl)anthracene C1=CC=CC=2C3=CC=CC=C3N(C12)C1=CC=C(C=C1)C=1C2=CC=CC=C2C(=C2C=CC=CC12)B(C1=C(C=C(C=C1C)C)C)C1=C(C=C(C=C1C)C)C